OC(CO)C1=C(CCC=2C(=C(C(=CC12)O)C)C)C 8-(1,2-dihydroxyethyl)-2-hydroxy-3,4,7-trimethyl-5,6-dihydronaphthalene